N-(1-(2-(Methyl(phenyl)amino)-2-oxoethyl)-1H-pyrazol-4-yl)-3-phenoxypropanamide hydrochloride Cl.CN(C(CN1N=CC(=C1)NC(CCOC1=CC=CC=C1)=O)=O)C1=CC=CC=C1